C(=C)C=1C=C(C2=C(N=CS2)C1)O 5-vinyl-1,3-benzothiazol-7-ol